tert-butyl (1R,3s,5S)-3-(3-methoxypyridin-4-yl)-8-azabicyclo[3.2.1]octane-8-carboxylate COC=1C=NC=CC1C1C[C@H]2CC[C@@H](C1)N2C(=O)OC(C)(C)C